(3S)-7-bromo-6-chloro-5-(2,6-difluorophenyl)-3-methyl-1,3-dihydro-1,4-benzodiazepine-2-thione BrC=1C=CC2=C(C(=N[C@H](C(N2)=S)C)C2=C(C=CC=C2F)F)C1Cl